CN(C(C(=O)O)=O)C1=C(C=C(C=C1)C)C1=CC=CC=C1 2-(methyl-(5-methyl-[1,1'-biphenyl]-2-yl)amino)-2-oxoacetic acid